2-(2-oxo-ethylamino)acetamide O=CCNCC(=O)N